tert-butyl (4-(3-aminophenoxy)butyl)carbamate NC=1C=C(OCCCCNC(OC(C)(C)C)=O)C=CC1